trideuteriomethyl N-[4-chloro-2-[[(1S)-3-(methylamino)-2,3-dioxo-1-[[(3S)-2-oxopyrrolidin-3-yl]methyl]propyl]carbamoyl]phenyl]carbamate ClC1=CC(=C(C=C1)NC(OC([2H])([2H])[2H])=O)C(N[C@H](C(C(=O)NC)=O)C[C@H]1C(NCC1)=O)=O